(3-(2-fluorophenyl)prop-2-yn-1-yl)(phenyl)aminothiocarbonyl fluoride FC1=C(C=CC=C1)C#CCN(C(=S)F)C1=CC=CC=C1